methyl (R)-3-(1-aminoethyl)benzoate N[C@H](C)C=1C=C(C(=O)OC)C=CC1